N-((5-chloro-6-(pyrazolo[1,5-a]pyridin-2-ylmethoxy)-1H-indol-2-yl)methyl)-1-methylcyclopropane-1-carboxamide ClC=1C=C2C=C(NC2=CC1OCC1=NN2C(C=CC=C2)=C1)CNC(=O)C1(CC1)C